p-{4-[2-(2,6-dioxo-3-piperidyl)-1,3-dioxo-5-isoindolinyl]-1-piperidyl}benzamide O=C1NC(CCC1N1C(C2=CC=C(C=C2C1=O)C1CCN(CC1)C1=CC=C(C(=O)N)C=C1)=O)=O